Cl.COC(=O)C=1SC(=C2C1N(CC(C2)(F)F)C[C@@H](C2OCCCC2)N)Br methyl-1-((2S)-2-amino-2-(tetrahydro-2H-pyran-2-yl)ethyl)-5-bromo-3,3-difluoro-1,2,3,4-tetrahydrothieno[3,4-b]pyridine-7-carboxylate hydrochloride